FC=1C(=NC=CC1)Cl.[K] potassium fluorochloropyridine salt